3-methyl-1-(2-methyl-4-(6-(1-methyl-1H-pyrazol-4-yl)pyrrolo[2,1-f][1,2,4]triazin-4-yl)benzyl)piperazin-2-one CC1C(N(CCN1)CC1=C(C=C(C=C1)C1=NC=NN2C1=CC(=C2)C=2C=NN(C2)C)C)=O